C(C)(C)(C)N1OC(=NC1OC(C1=NC=CC=C1)=O)C1=NN(C(=C1)C(C)(C)C)C1=CC=CC=C1.C(C)(C)(C)OC(=O)C1=NC=CC=C1 pyridinecarboxylic acid tert-butyl ester (tert-butyl-5-(5-(tert-butyl)-1-phenyl-1H-pyrazol-3-yl)-1,2,4-oxadiazol-3-yl)picolinate